2-(3-(2-methyl-3-phenyl-7-(piperazin-1-yl)pyrazolo[1,5-a]pyrimidin-5-yl)phenethoxy)ethyl 2-(adamantan-1-yl)acetate C12(CC3CC(CC(C1)C3)C2)CC(=O)OCCOCCC2=CC(=CC=C2)C2=NC=3N(C(=C2)N2CCNCC2)N=C(C3C3=CC=CC=C3)C